ClCCC[Si](OCC)(OCC)OCC 3-chloropropyl-(triethoxy)silane